1-(2-Chlorophenyl)-4-((cyclopropylmethyl)amino)-7-(1,1-difluoroethyl)quinazolin-2(1H)-one ClC1=C(C=CC=C1)N1C(N=C(C2=CC=C(C=C12)C(C)(F)F)NCC1CC1)=O